N'-hydroxy-3-((4-methoxybenzyl)oxy)-5-((5-(5-(trifluoromethyl)pyridin-2-yl)oxazol-2-yl)amino)picolinimidamide ON=C(C1=NC=C(C=C1OCC1=CC=C(C=C1)OC)NC=1OC(=CN1)C1=NC=C(C=C1)C(F)(F)F)N